C1(CC1)C1=C(C=C(C=C1)[C@@H](NC(=O)[C@H]1N(C[C@@H](C1)F)C(CC1=NN=C(N1)C)=O)C1=CC=CC=C1)F (2S,4R)-N-[(S)-(4-cyclopropyl-3-fluorophenyl)(phenyl)methyl]-4-fluoro-1-[2-(5-methyl-4H-1,2,4-triazol-3-yl)acetyl]pyrrolidine-2-carboxamide